C12C(C3CC(CC(C1)C3)C2)NCCNC(=O)C2=NN(C(=C2)C2=C(C=C(C=C2)Cl)Cl)C2=CC=C(C=C2)Cl N-(2-((1r,3r,5r,7r)-adamantan-2-ylamino)ethyl)-1-(4-chloro-phenyl)-5-(2,4-dichloro-phenyl)-1H-pyrazole-3-carboxamide